FC1(C(C1)N1C(=NC(=C1)C(F)(F)F)C1=CC=C(C=O)C=C1)F 4-[1-(2,2-difluorocyclopropyl)-4-(trifluoromethyl)imidazol-2-yl]benzaldehyde